[C@H]12CN(C[C@H](CC1)N2)C=2C1=C(N=C(N2)OCC23CCC(CC2)(CC3)CO)C(=C(N=C1)C1=CC(=CC3=CC=C(C(=C13)C#C)F)O)F 4-(4-((1r,5s)-3,8-diazabicyclo[3.2.1]oct-3-yl)-8-fluoro-2-((4-(hydroxymethyl)bicyclo[2.2.2]oct-1-yl)methoxy)pyrido[4,3-d]pyrimidin-7-yl)-5-ethynyl-6-fluoronaphthalen-2-ol